4-((2-(2,4-dioxa-9-azaspiro[5.5]undecan-3-yl)ethyl)(3-fluoro-4-methoxybenzyl)amino)benzonitrile C1OC(OCC12CCNCC2)CCN(C2=CC=C(C#N)C=C2)CC2=CC(=C(C=C2)OC)F